2-(6-((E)-((1S,2S,5S,6R)-2-fluoro-6-methoxy-1,5-dimethyl-8-azabicyclo[3.2.1]octan-3-ylidene)methyl)-1,2,4-triazin-3-yl)-5-(1H-imidazol-1-yl)phenol F[C@@H]\1[C@@]2(C[C@H]([C@](C/C1=C\C1=CN=C(N=N1)C1=C(C=C(C=C1)N1C=NC=C1)O)(N2)C)OC)C